[La].[W].[Mo].[Ni] Nickel-molybdenum-tungsten-lanthanum